3-benzyl 8-(tert-butyl) (1R,2R,5S)-2-(2,2,2-trifluoro-1-((trimethylsilyl)oxy)ethyl)-3,8-diazabicyclo[3.2.1]octane-3,8-dicarboxylate FC(C(O[Si](C)(C)C)[C@H]1[C@H]2CC[C@@H](CN1C(=O)OCC1=CC=CC=C1)N2C(=O)OC(C)(C)C)(F)F